BrCC1=CC(=CC=C1)F (bromomethyl)-3-fluorobenzene